[Ti+4].C(N)([O-])=O.C(N)([O-])=O.C(N)([O-])=O.C(N)([O-])=O carbamate Titanium